spiro[3.5]Nonan-6-ol C1CCC12CC(CCC2)O